(2S,5S)-N-(3-chloro-4-fluorophenyl)-1-(3-cyano-6-methyl-4-(trifluoromethyl)pyridin-2-yl)-N,5-dimethylpyrrolidine-2-carboxamide ClC=1C=C(C=CC1F)N(C(=O)[C@H]1N([C@H](CC1)C)C1=NC(=CC(=C1C#N)C(F)(F)F)C)C